3-({3-fluoro-4-(4-((1-((1-(4-methylpentyl)-3-(4-(trifluoromethoxy)phenyl)-1H-indol-5-yl)methyl)piperidin-4-Yl)methyl)piperazin-1-yl)phenYl}amino)piperidine-2,6-dione FC=1C=C(C=CC1N1CCN(CC1)CC1CCN(CC1)CC=1C=C2C(=CN(C2=CC1)CCCC(C)C)C1=CC=C(C=C1)OC(F)(F)F)NC1C(NC(CC1)=O)=O